NC1=NC2=CC(=CC=C2C=C1F)CN(C(=O)C=1C(=NC=CC1)C)C=1C(=NC=CC1)S(=O)(=O)C N-[(2-amino-3-fluoroquinolin-7-yl)methyl]-N-(2-methanesulfonylpyridin-3-yl)-2-methylpyridine-3-carboxamide